Br[C@@]1(O)[C@H](OC(C)=O)[C@@H](OC(C)=O)[C@H](OC(C)=O)[C@H](O1)C(=O)OC methyl 1-bromo-2,3,4-tri-O-acetyl-α-D-glucuronate